ClC=1C(=NC=CC1)C1=NC=2N(C(=C1)C)N(CC2C(=O)O)C(C)(C)C2CC2 5-(3-chloro-2-pyridinyl)-N-(2-cyclopropylpropan-2-yl)-7-methylpyrazolo[1,5-a]Pyrimidine-3-carboxylic acid